6-methoxy-pyrimidine-4-carboxylic acid COC1=CC(=NC=N1)C(=O)O